4-methyl-2-oxo-6-(trifluoromethyl)-1H-pyridine-3-carboxylic acid ethyl ester C(C)OC(=O)C=1C(NC(=CC1C)C(F)(F)F)=O